O1C=CC=2C(=NC=CC21)C2=CC=C(C(=O)NC(CO)C1=NC=CC=C1)C=C2 4-(furo[3,2-c]pyridin-4-yl)-N-[2-hydroxy-1-(pyridin-2-yl)ethyl]benzamide